(4-methoxy-2-methylbenzo[d]oxazol-6-yl)-5-(3-(methylamino)pyrrolidin-1-yl)pyrazine-2-carboxamide COC1=CC(=CC2=C1N=C(O2)C)C=2C(=NC=C(N2)N2CC(CC2)NC)C(=O)N